3-(4,4,5,5-tetramethyl-1,3,2-dioxaborolan-2-yl)pyrazolo[1,5-A]pyrimidine CC1(OB(OC1(C)C)C=1C=NN2C1N=CC=C2)C